[Si](C)(C)(C(C)(C)C)O[C@H](CN(C(=O)C1=CC=C(C=C1)C1=CNC2=NC=C(N=C21)C=2C=C1CCN(CC1=C(C2)C)C(=O)OC(C)(C)C)C)C tert-butyl (S)-6-(7-(4-((2-((tert-butyldimethylsilyl) oxy) propyl) (methyl) carbamoyl) phenyl)-5H-pyrrolo[2,3-b]pyrazin-2-yl)-8-methyl-3,4-dihydroisoquinoline-2(1H)-carboxylate